6-((4-((3-fluoro-2-methoxyphenyl)amino)-2-methyl-3-oxo-2,3-dihydro-1H-pyrazolo[3,4-b]pyridin-6-yl)amino)pyridinecarbonitrile FC=1C(=C(C=CC1)NC1=C2C(=NC(=C1)NC1=CC=CC(=N1)C#N)NN(C2=O)C)OC